(2,5-dimethoxy-4-(2-nitroethyl)phenyl)(methyl)sulfane COC1=C(C=C(C(=C1)CC[N+](=O)[O-])OC)SC